FC1(OCCO1)F Difluorodioxolane